tert-butyl 4-[4-[2-(2-amino-3-pyridyl)-5-phenyl-imidazo[4,5-b]pyridin-3-yl]phenyl]piperidine-1-carboxylate NC1=NC=CC=C1C1=NC=2C(=NC(=CC2)C2=CC=CC=C2)N1C1=CC=C(C=C1)C1CCN(CC1)C(=O)OC(C)(C)C